ClC=1C=NN(C1)CC1=CC=C(CNC(C2=CN=CC=C2)=O)C=C1 N-(4-((4-chloro-1H-pyrazol-1-yl)methyl)benzyl)nicotinamide